C12C=CC(C(C1)CN1C[C@@H]3[C@H](C1)CC(C3)OC=3N=NC(=CC3)C=3C(=NN(C3)C)C)C2 (3aR,5r,6aS)-2-(5-bicyclo[2.2.1]hept-2-enylmethyl)-5-[6-(1,3-dimethylpyrazol-4-yl)pyridazin-3-yl]oxy-3,3a,4,5,6,6a-hexahydro-1H-cyclopenta[c]pyrrole